1,4-Diazepan-6-ol N1CCNCC(C1)O